7-((1-methylpiperidin-4-yl)amino)-3-(2,2,2-trifluoroethyl)benzofuran CN1CCC(CC1)NC1=CC=CC=2C(=COC21)CC(F)(F)F